O=C1N2N(C([C@H](C3=C1C=CC=C3)NC(OC(C)(C)C)=O)=O)CC3(CC3)C2 tert-butyl (S)-(5,11-dioxo-10,11-dihydro-1H,3H,5H-spiro[benzo[d]pyrazolo[1,2-a][1,2]diazepine-2,1'-cyclopropan]-10-yl)carbamate